N-((6-chloro-7-fluoro-9H-carbazol-2-yl)methyl)benzamide hydrochloride Cl.ClC=1C=C2C=3C=CC(=CC3NC2=CC1F)CNC(C1=CC=CC=C1)=O